5-[(4-chlorophenyl)methyl]-2,2-dimethyl-1-(1,2,4-triazol-1-ylmethyl)cyclopentan-1-ol ClC1=CC=C(C=C1)CC1CCC(C1(O)CN1N=CN=C1)(C)C